4,4'-diamino-2,2'-dimethyl-biphenyl NC1=CC(=C(C=C1)C1=C(C=C(C=C1)N)C)C